3-(1H-imidazol-1-yl)-N-((trans)-4-(methoxy-d3)cyclohexyl)-6,7-dihydro-5H-cyclopenta[c]pyridine-1-carboxamide N1(C=NC=C1)C1=CC2=C(C(=N1)C(=O)N[C@@H]1CC[C@H](CC1)OC([2H])([2H])[2H])CCC2